N-[1-[5-bromo-2-[5-(difluoromethoxy)-2-pyridyl]-1,2,4-triazol-3-yl]ethyl]-3,5-bis(trifluoromethyl)benzamide tert-butyl-(1-(5-bromo-4-butyl-2-methoxyphenyl)propan-2-yl)carbamate C(C)(C)(C)N(C(O)=O)C(CC1=C(C=C(C(=C1)Br)CCCC)OC)C.BrC=1N=C(N(N1)C1=NC=C(C=C1)OC(F)F)C(C)NC(C1=CC(=CC(=C1)C(F)(F)F)C(F)(F)F)=O